Anthranilamid C(C=1C(N)=CC=CC1)(=O)N